(1r,3r)-3-hydroxycyclobutane-1-carboxylic acid C1C(CC1O)C(=O)O